amino-6-chloro-5-ethoxypicolinic acid methyl ester COC(C1=NC(=C(C=C1N)OCC)Cl)=O